5-CYCLOPROPOXY-2-FORMYLISONICOTINIC ACID C1(CC1)OC1=CN=C(C=C1C(=O)O)C=O